tert-butyl-3,3-difluoro-4-((((4-nitrophenyl)sulfonyl)oxy)methyl)piperidine-1-carboxylate C(C)(C)(C)OC(=O)N1CC(C(CC1)COS(=O)(=O)C1=CC=C(C=C1)[N+](=O)[O-])(F)F